quinazoline-4-carboxamide N1=CN=C(C2=CC=CC=C12)C(=O)N